5-butyl-5-hydroxy-4-(1H-indol-2-yl)-N-methoxy-2-carbonyl-2,5-dihydrofuran-3-carboxamide C(CCC)C1(C(=C(C(O1)=C=O)C(=O)NOC)C=1NC2=CC=CC=C2C1)O